NC1=NC(=CC(=C1)NCCCC)CC1=C(C=C(C=C1)C(=O)N1CCN(CC1)C)OC 2-Amino-4-(butylamino)-6-(2-methoxy-4-(4-methylpiperazine-1-carbonyl)benzyl)pyridine